OC(CNC(=O)C=1SC=C(N1)C(=O)N1[C@H](CC1)C)(C)C (S)-N-(2-hydroxy-2-methylpropyl)-4-(2-methylazetidine-1-carbonyl)thiazole-2-carboxamide